COCC1=CC=C(C=C1)C(C)O 1-(4-(methoxymethyl)phenyl)ethan-1-ol